C(C(C)C)N1N=C(C=C1C(F)(F)F)N 1-Isobutyl-5-(trifluoromethyl)-1H-pyrazole-3-amine